9-methyl-3-oxa-9-azabicyclo[3.3.1]nonan-7-one CN1C2COCC1CC(C2)=O